diisopropyl 2,3-diethylsuccinate C(C)C(C(=O)OC(C)C)C(C(=O)OC(C)C)CC